1-(3-chlorophenyl)-4-[1-(4-cyanobenzyl)-5-imidazolylmethyl]-2-piperazinone ClC=1C=C(C=CC1)N1C(CN(CC1)CC1=CN=CN1CC1=CC=C(C=C1)C#N)=O